O=C1NC(CCC1N1CC2=CC=C(C=C2C1=O)N1CCC(CC1)CN1CCN(CC1)C1=NN=C(S1)C1=C(C=2NC=3C=C(C=CC3C2N=C1)C#N)NC(C)C)=O 3-(5-(4-((1-(2-(2,6-dioxopiperidin-3-yl)-3-oxoisoindolin-5-yl)piperidin-4-yl)methyl)piperazin-1-yl)-1,3,4-thiadiazol-2-yl)-4-(isopropylamino)-5H-pyrido[3,2-b]indole-7-carbonitrile